2-(2-(cyclopropanesulfonamido)thiazol-4-yl)-2-methyl-N-(4-(6-(pyrrolidin-1-yl)pyrazin-2-yl)phenyl)propanamide C1(CC1)S(=O)(=O)NC=1SC=C(N1)C(C(=O)NC1=CC=C(C=C1)C1=NC(=CN=C1)N1CCCC1)(C)C